ClC=1C=C(C=CC1OCC=1SC(=CN1)F)NC=1C2=C(N=CN1)NC=C2C2CCN(CC2)C(C=C)=O 1-(4-(4-((3-chloro-4-((5-fluorothiazol-2-yl)methoxy)phenyl)amino)-7H-pyrrolo[2,3-d]pyrimidin-5-yl)piperidin-1-yl)prop-2-en-1-one